di-(4-iso-butylphenyl) carbonate C(OC1=CC=C(C=C1)CC(C)C)(OC1=CC=C(C=C1)CC(C)C)=O